FC(OC=1C=C(C=CC1C1(C(C(=C(C2=CC=CC=C12)N)\N=N\[H])O)S(=O)(=O)O)C1=CC(=C(C=C1)C1(C(C(=C(C2=CC=CC=C12)N)\N=N\[H])O)S(=O)(=O)O)OC(F)(F)F)(F)F 1,1'-(3,3'-ditrifluoromethoxy[1,1'-biphenyl]-4,4'-diyl)bis{4-amino-2-hydroxy-3-[(E)-diazenyl]naphthalene-1-sulfonic acid}